N=1C=NN2C1C=C(C=C2)C2=CNC=1N=C(N=C(C12)OC)NC1CCC2(OCCO2)CC1 5-([1,2,4]triazolo[1,5-a]pyridin-7-yl)-4-methoxy-N-(1,4-dioxaspiro[4.5]decan-8-yl)-7H-pyrrolo[2,3-d]pyrimidin-2-amine